N1C(=CC2=CC=CC=C12)C(=O)N1CCC(CC1)CCCCNC(=O)C=1C=CC=2N(C1)C=CN2 N-(4-{1-[(1H-indol-2-yl)carbonyl]piperidin-4-yl}butyl)imidazo[1,2-a]pyridine-6-carboxamide